(NE)-N-(dimethylaminomethylene)prop-2-enamide CN(C)\C=N\C(C=C)=O